O1CCC2=C1C=C(C=C2)NC(=O)C=2C=C(C=CC2)N2N=C(C=C2OCC2=CC=C(C(=O)OC(C)(C)C)C=C2)C(F)(F)F tert-Butyl 4-[[2-[3-(2,3-dihydrobenzofuran-6-ylcarbamoyl)phenyl]-5-(trifluoromethyl)pyrazol-3-yl] oxymethyl]benzoate